C1(CC1)CSC=1C=C2C(=NC1)NC=C2 5-(cyclopropylmethylsulfanyl)-1H-pyrrolo[2,3-b]pyridine